ClC1=CC=C(C=C1)[C@@]1(N(C(C2=CC(=CC(=C12)F)C(C)(C)O)=O)CC1=CC=C(C#N)C=C1)OC([2H])([2H])C1(CC1)C([2H])([2H])O 4-{[(1R)-1-(4-Chlorophenyl)-7-fluoro-1-({1-[hydroxy(2H2)methyl]cyclopropyl}(2H2)methoxy)-5-(2-hydroxypropan-2-yl)-3-oxo-2,3-dihydro-1H-isoindol-2-yl]methyl}benzonitril